4-(9-anthryl)benzaldehyde C1=CC=CC2=CC3=CC=CC=C3C(=C12)C1=CC=C(C=O)C=C1